6-ethyl-2,3,4,5-tetramethylphenol C(C)C1=C(C(=C(C(=C1O)C)C)C)C